FC=1C=C(C=C(C1OC1=CC=NC2=CC(=CC=C12)OCCOC)F)C1=C(N=NC=C1)C(=O)N (3,5-difluoro-4-{[7-(2-methoxyethoxy)quinolin-4-yl]oxy}phenyl)pyridazine-3-carboxamide